FC(C(C)(O)C=1C(=CC=2N(C1)C(=CN2)C2=NC(=CC=C2)N[C@H]2CNC[C@@H]2F)OC)(F)F 1,1,1-trifluoro-2-(3-(6-(((3S,4S)-4-fluoropyrrolidin-3-yl)amino)pyridin-2-yl)-7-methoxyimidazo[1,2-a]pyridin-6-yl)propan-2-ol